(4-(Benzo[d][1,3]dioxol-5-yl)-6-methylpyrimidin-5-yl)methanol O1COC2=C1C=CC(=C2)C2=NC=NC(=C2CO)C